N1=CC(=CC=C1)C=1[C@]2(C)[C@@H](CC1)[C@@H]1CC[C@H]3CC(CC[C@]3(C)[C@H]1CC2)=O 17-(3-pyridyl)-5α-androst-16-en-3-one